C(C)(C)(C)[Si](OC[C@@H](C(F)F)N)(C)C (2S)-3-[tert-butyl-(dimethyl)silyl]Oxy-1,1-difluoro-propan-2-amine